BrC1=CN=C(C2=C1N=C(N=C2)SC)OC 8-bromo-5-methoxy-2-(methylthio)pyrido[4,3-d]Pyrimidine